ethyl (2Z,6E,10E)-2,3,7,11,15-pentamethylhexadeca-2,6,10,14-tetraenoate C/C(/C(=O)OCC)=C(/CC\C=C(\CC\C=C(\CCC=C(C)C)/C)/C)\C